tert-butyl (2R,4R)-2-(aminomethyl)-4-hydroxypyrrolidine-1-carboxylate NC[C@@H]1N(C[C@@H](C1)O)C(=O)OC(C)(C)C